cyanoacryloyl-oxyethyl-trimethyl-ammonium C(#N)C=CC(=O)OCC[N+](C)(C)C